BrC1=CC(=C(C=C1)NC(=O)C=1N(C(=CN1)C#N)COCC[Si](C)(C)C)C1=CCC(CC1)(C)C N-[4-bromo-2-(4,4-dimethylcyclohexen-1-yl)phenyl]-5-cyano-1-(2-trimethylsilylethoxymethyl)imidazole-2-carboxamide